FC(C=1C=CC(=NC1)CNC(=O)C1CCC(CO1)NC(OC(C)(C)C)=O)(F)F tert-butyl (6-(((5-(trifluoromethyl)pyridin-2-yl)methyl)carbamoyl)tetrahydro-2H-pyran-3-yl)carbamate